ClC1=C(C=CC=C1)N1C(=CC2=CC=CC=C12)C(=O)N1[C@H](CC2(CN(C2)C(C=C)=O)CC1)C (S)-1-(7-(1-(2-chlorophenyl)-1H-indole-2-carbonyl)-6-methyl-2,7-diazaspiro[3.5]nonan-2-yl)prop-2-en-1-one